O=C1NC(CCC1N1C(N(C2=C1C=CC(=C2)C=2C=NN(C2C)CC(=O)NC2=CC1=CC(=C(C(=C1C=C2)F)N2S(NC(C2)=O)(=O)=O)O)C)=O)=O 2-[4-[1-(2,6-dioxo-3-piperidyl)-3-methyl-2-oxo-benzimidazol-5-yl]-5-methyl-pyrazol-1-yl]-N-[5-fluoro-7-hydroxy-6-(1,1,4-trioxo-1,2,5-thiadiazolidin-2-yl)-2-naphthyl]acetamide